2-(4-chlorophenoxy)-N-(4-((3-(4-chlorophenyl)ureido)methyl)piperidin-1-yl)acetamide ClC1=CC=C(OCC(=O)NN2CCC(CC2)CNC(=O)NC2=CC=C(C=C2)Cl)C=C1